CC(CCO)(C)C 3,3-dimethylbutanol